diethyl 5-ethynyl-1,3-benzenedicarboxylate C(#C)C=1C=C(C=C(C1)C(=O)OCC)C(=O)OCC